N1(CCCC1)CC1=CC=C(C=C1)CN1C=NC=2C(=NC=3C=CC=CC3C21)N 1-({4-[(pyrrolidin-1-yl)methyl]phenyl}methyl)-1H-imidazo[4,5-c]quinolin-4-amine